Methyl (1-(4-((4-aminopyrazolo[1,5-a][1,3,5]triazin-8-yl)methyl)-6-(3,4-difluorophenyl)pyridin-3-yl)-3-(pyridin-2-yl)piperidin-3-yl)carbamate NC1=NC=NC=2N1N=CC2CC2=C(C=NC(=C2)C2=CC(=C(C=C2)F)F)N2CC(CCC2)(C2=NC=CC=C2)NC(OC)=O